FC1=CC(=C(C=C1)C=1C=C2C(=NC=NC2=C(C1)OC)NCC=1N=NC(=CC1)C)OC 6-(4-Fluoro-2-methoxyphenyl)-8-methoxy-N-((6-methylpyridazin-3-yl)methyl)quinazolin-4-amine